C(C=C)(=O)NC1=NC=CC(=C1)C1=CC=C2C=NC(=NC2=C1)C(=O)N 7-[2-(prop-2-enamido)pyridin-4-yl]quinazoline-2-carboxamide